C1=CN=C2N1C1=C(OCC2)C=CC(=C1)C(=O)OC Methyl 4,5-dihydrobenzo[b]imidazo[1,2-d][1,4]oxazepine-9-carboxylate